i-butylacetate C(C(C)C)OC(C)=O